O=C1NC(C=CN1CC(F)(F)F)=O 2,6-dioxo-3-(2,2,2-trifluoroethyl)-2,3-dihydropyrimidin